C(#N)C1=C(C=NC2=C(C=CC=C12)C1=CC(=CC(=C1)Cl)Cl)C(=O)N[C@H]1CCOC2=CC=CC=C12 4-cyano-8-(3,5-dichlorophenyl)-N-[(4S)-3,4-dihydro-2H-chromen-4-yl]quinoline-3-carboxamide